CON(C(=O)C=1C=CC2=C(N(C=N2)C)C1)C N-methoxy-N,1-dimethyl-1H-1,3-benzodiazole-6-carboxamide